(R)-2-(1H-benzo[d]imidazol-5-yl)-3-(4-chlorophenyl)isoindolin-1-one N1C=NC2=C1C=CC(=C2)N2C(C1=CC=CC=C1[C@H]2C2=CC=C(C=C2)Cl)=O